2-[{3-[3-(Decyloxy)phenyl]propanoyl}(5-methoxypentyl)amino]ethyl dihydrogen phosphate ammonium salt [NH4+].P(=O)(OCCN(CCCCCOC)C(CCC1=CC(=CC=C1)OCCCCCCCCCC)=O)(O)O